bis[(pyrazol-3-yl) methyl] disulfide N1N=C(C=C1)CSSCC1=NNC=C1